4-(7-(2-ethoxypyridin-4-yl)imidazo[1,2-a]pyridin-3-yl)benzonitrile C(C)OC1=NC=CC(=C1)C1=CC=2N(C=C1)C(=CN2)C2=CC=C(C#N)C=C2